C(C)OC1=CC=C(C=N1)[C@H](CO)NC(=O)C1C2COC3=C(C21)C=C(C=C3)F exo-N-[(1R)-1-(6-ethoxypyridin-3-yl)-2-hydroxyethyl]-6-fluoro-1,1a,2,7b-tetrahydrocyclopropa[c][1]benzopyran-1-carboxamide